ClC=1C=C(COC2=C(C=C(C=C2C)C(C)(C)N2CC(C2)C(=O)O)C)C=CC1Cl 1-(2-(4-((3,4-dichlorobenzyl)oxy)-3,5-dimethylphenyl)propan-2-yl)azetidine-3-carboxylic acid